(1R)-1-[4-(cyclopropylmethoxy)-3-fluoro-phenyl]ethanamine hydrochloride Cl.C1(CC1)COC1=C(C=C(C=C1)[C@@H](C)N)F